FC1=C(C=CC=C1C[C@@H]1N(CC([C@@H]1NS(=O)(=O)CC)(F)F)C(=O)C1OCC1)C1=CC(=CC(=C1)C)F N-[(2S,3R)-2-[(2,3'-difluoro-5'-methyl[1,1'-biphenyl]-3-yl)methyl]-4,4-difluoro-1-(oxetane-2-carbonyl)pyrrolidin-3-yl]ethanesulfonamide